S(=O)(=O)([O-])S(=O)[O-].[Na+].C1(=CC=CC=C1)C(C)C.[Na+] cumene sodium metabisulphite